(1R,5S,6r)-6-(4-methoxy-5,5-dimethyl-4,5-dihydro-1,2-oxazol-3-yl)-3-azabicyclo[3.1.0]Hexane-3-carboxylic acid tert-butyl ester C(C)(C)(C)OC(=O)N1C[C@H]2C([C@H]2C1)C1=NOC(C1OC)(C)C